FC=1C(=NC(=NC1)NC1CCN(CC1)C(=O)OC(C)(C)C)C1=CN=C2N1C=CC=C2 tert-Butyl 4-((5-fluoro-4-(imidazo[1,2-a]pyridin-3-yl)pyrimidin-2-yl)amino)piperidine-1-carboxylate